2-(5-chloropyridin-3-yl)-2-(1-(4-hydroxypiperidine-1-carbonyl)piperidin-4-ylidene)acetonitrile ClC=1C=C(C=NC1)C(C#N)=C1CCN(CC1)C(=O)N1CCC(CC1)O